7-phenyl-N-(4-((4-(trifluoromethyl)benzyl)amino)phenyl)heptanamide C1(=CC=CC=C1)CCCCCCC(=O)NC1=CC=C(C=C1)NCC1=CC=C(C=C1)C(F)(F)F